NC1=NC(=C(C=C1C1=CC(=C2C(NC(=NC2=C1)C)=O)F)Br)F 7-(2-amino-5-bromo-6-fluoropyridin-3-yl)-5-fluoro-2-methylquinazolin-4(3H)-one